ClC=1C=CC(=C(C(=O)NCCCCNC(OC(C)(C)C)=O)C1)O tert-Butyl (4-(5-chloro-2-hydroxybenzamido)butyl)carbamate